BrC12CC3(CC(CC(C1)(C3)Br)(C2)Br)Br 1,3,5,7-tetrabromoadamantane